C(OC[C@H]1O[C@@]([C@@H]([C@@H]1O)O)(C#N)C1=CC=C2C(=NC=NN21)N)(OC(COC)(C)C)=O ((2R,3S,4R,5R)-5-(4-aminopyrrolo[2,1-f][1,2,4]triazin-7-yl)-5-cyano-3,4-dihydroxytetrahydrofuran-2-yl)methyl (1-methoxy-2-methylpropan-2-yl) carbonate